5-Benzyl-3-(3,5-dichloro-4-(4-chlorobenzoyl)benzyl)-3,6-dihydro-7H-[1,2,3]triazolo[4,5-d]pyrimidin-7-one C(C1=CC=CC=C1)C=1NC(C2=C(N1)N(N=N2)CC2=CC(=C(C(=C2)Cl)C(C2=CC=C(C=C2)Cl)=O)Cl)=O